(S)-4-((2-fluoropyridin-3-yl)oxy)-N-(5-methyl-7-((1-methylpiperidin-4-yl)ethynyl)-4-oxo-2,3,4,5-tetrahydrobenzo[b][1,4]oxazepin-3-yl)pyridineamide FC1=NC=CC=C1OC1=CC(=NC=C1)C(=O)N[C@@H]1C(N(C2=C(OC1)C=CC(=C2)C#CC2CCN(CC2)C)C)=O